ClC1=C(C=2N=C(N=C3C2C(=N1)OCC1(N3C)CCC1)OC[C@]13CCCN3C[C@@H](C1)F)F 5'-chloro-4'-fluoro-2'-(((2R,7aS)-2-fluorotetrahydro-1H-pyrrolizin-7a(5H)-yl)methoxy)-10'-methyl-8'H,10'H-7'-oxa-1',3',6',10'-tetraazaspiro[cyclobutane-1,9'-cyclohepta[de]naphthalen]